O1C(=NC2=C1C=CC=C2)C[C@@H]2[C@@](CCCC2)(O)C2=CC=CC=C2 (1R,2R)-2-(benzo[d]oxazol-2-ylmethyl)-1-phenylcyclohexanol